NC1=C2N=CN(C2=NC(=N1)Cl)C1CCC(CC1)C(=O)NC=1SC=C(N1)C1=CC=CC=C1 4-(6-amino-2-chloro-9H-purin-9-yl)-N-(4-phenyl-1,3-thiazol-2-yl)cyclohexanecarboxamide